ClC=1C=[N+](C=C(C1CC(=O)C1=CC=C(C=2OC3(CCS(CC3)(=O)=O)OC21)OC(F)F)Cl)[O-] 2-(3,5-dichloro-1-oxidopyridin-1-ium-4-yl)-1-[7-(difluoromethoxy)-1',1'-dioxospiro[1,3-benzodioxole-2,4'-thiane]-4-yl]ethanone